FC(C1=C(CN2C(C3=NN(C(=C3C2)C2=C3C=CNC3=C(C(=C2)F)OC)C2=C(C=CC=C2CC)CC)(C)C)C=CC(=C1)C(F)(F)F)(F)F 4-(5-(2,4-bis(trifluoromethyl)benzyl)-2-(2,6-diethylphenyl)-6,6-dimethyl-2,4,5,6-tetrahydropyrrolo[3,4-c]pyrazol-3-yl)-6-fluoro-7-methoxy-1H-indole